(5α)-17-(cyclopropylmethyl)-3,14-dihydroxy-4,5-epoxy-morphinan-6-one C1(CC1)CN1[C@H]2[C@@]3(CCC([C@H]4[C@@]3(C=3C(=C(C=CC3C2)O)O4)CC1)=O)O